2-hydroxy-4-(octadecyloxy)benzophenone OC1=C(C(=O)C2=CC=CC=C2)C=CC(=C1)OCCCCCCCCCCCCCCCCCC